N-(thiophen-2-ylmethyl)-2-hydroxyacetamide S1C(=CC=C1)CNC(CO)=O